C(=O)(OCC1C2=CC=CC=C2C2=CC=CC=C12)NCCN fmocethylenediamine